CC=1CCC2(CC1)CCCC(C2O)(C)C 3,10,10-trimethylspiro[5.5]undec-3-en-11-ol